tert-butyl 4-[(1H-pyrazol-4-ylmethyl)amino]piperidine-1-carboxylate N1N=CC(=C1)CNC1CCN(CC1)C(=O)OC(C)(C)C